(S)-1-(3,4-difluorophenyl)-6-(5-(1,4-dimethyl-1H-1,2,3-triazol-5-yl)-1-(trans-4-methoxycyclohexyl)-1H-benzo[d]imidazol-2-yl)piperidin-2-one FC=1C=C(C=CC1F)N1C(CCC[C@H]1C1=NC2=C(N1[C@@H]1CC[C@H](CC1)OC)C=CC(=C2)C2=C(N=NN2C)C)=O